4-(5-(4,4-difluoropiperidin-1-thiocarbonyl)-1H-pyrrolo[2,3-b]pyridin-1-yl)benzonitrile FC1(CCN(CC1)C(=S)C=1C=C2C(=NC1)N(C=C2)C2=CC=C(C#N)C=C2)F